P(=S)(OCCCCCCCC)(OCCCCCCCC)[O-] di-octyl thiophosphate